N-[2-(1-methyl-benzimidazol-2-yl)ethyl]-2-[2-(3-methyl-1,2,4-oxadiazol-5-yl)phenoxy]-acetamide CN1C(=NC2=C1C=CC=C2)CCNC(COC2=C(C=CC=C2)C2=NC(=NO2)C)=O